ClC=1C(=CC2=C(N(C(N=C2N2C[C@H](N(C[C@@H]2C)C(=O)OC(C)(C)C)C)=O)C2=C(C=CC=C2S(=O)(=O)C)C2CCC2)N1)F (2R,5S)-tert-butyl 4-(7-chloro-1-(2-cyclobutyl-6-(methylsulfonyl) phenyl)-6-fluoro-2-oxo-1,2-dihydropyridino[2,3-d]pyrimidin-4-yl)-2,5-dimethylpiperazin-1-formate